(5-(((cis)-2-(3-(5-chloropyrimidin-2-yl)azetidin-1-yl)cyclopentyl)oxy)-1-oxoisoindolin-2-yl)-3-azabicyclo[3.1.1]heptane-2,4-dione ClC=1C=NC(=NC1)C1CN(C1)[C@@H]1[C@@H](CCC1)OC=1C=C2CN(C(C2=CC1)=O)C12C(NC(C(C1)C2)=O)=O